(R)-3-(((6-((4-(cyclobutylmethyl)phenyl)(methyl)amino)-1,2,3,4-tetrahydro-isoquinolin-1-yl)methyl)amino)isonicotinic acid C1(CCC1)CC1=CC=C(C=C1)N(C=1C=C2CCN[C@H](C2=CC1)CNC1=C(C(=O)O)C=CN=C1)C